CSSSCC=C methyl-allyl trisulphide